4'-((2-((2-methoxy-4-(piperazin-1-yl)phenyl)amino)-5-(trifluoromethyl)pyrimidin-4-yl)oxy)-2'-methylspiro[cyclopropane-1,1'-isoindolin]-3'-one COC1=C(C=CC(=C1)N1CCNCC1)NC1=NC=C(C(=N1)OC1=C2C(N(C3(C2=CC=C1)CC3)C)=O)C(F)(F)F